bis(2,6-di-tert-butylphenyl-4-methylphenyl)pentaerythritol diphosphite OP(O)OP(O)O.C(C)(C)(C)C1=C(C(=CC=C1)C(C)(C)C)C1=C(C=CC(=C1)C)C(O)(C(CO)(CO)CO)C1=C(C=C(C=C1)C)C1=C(C=CC=C1C(C)(C)C)C(C)(C)C